pentafluorophenyl-acetone FC(C(=O)C(C1=CC=CC=C1)(F)F)(F)F